CC(C(=O)OC)(C[N+](=O)[O-])C methyl 2,2-dimethyl-3-nitropropanoate